5-[(1E,5Z)-octa-1,5-dienyl]oxolan-2-one C(=C\CC\C=C/CC)/C1CCC(O1)=O